C(C=C)(=O)OC(C=CC1=C(C=C(C=C1)C=O)C=1OC2=C(N1)C=CC=C2)=O 2-(benzo[d]oxazol-2-yl)-4-formylphenylacryloyl acrylate